dimethylaminopropyl-acrylamide-chloromethane salt ClC.CN(C)CCCC(C(=O)N)=C